ClC(C1=NC(=NC(=N1)C(Cl)(Cl)Cl)C=CC1=CC(=CC(=C1)OCC)OC)(Cl)Cl 2,4-bis(trichloromethyl)-6-[2-(3-methoxy-5-ethoxyphenyl)vinyl]-s-triazine